ClC1=[N+](C(=CC=C1)Cl)F 2,6-dichloro-1-fluoro-pyridinium